4-[[5-(2,6-Difluorophenyl)-4-methyl-1,2,4-triazol-3-yl]sulfanyl]-3,5-difluorobenzol FC1=C(C(=CC=C1)F)C=1N(C(=NN1)SC1=C(C=CC=C1F)F)C